COC=1C(=CC(=NC1)C=1C=NC=C(C1)C1CB(OC1)O)OCCC 4-(5-methoxy-4-propoxy-[2,3'-bipyridyl]-5'-yl)-1,2-oxaborolan-2-ol